(7-methoxy-4-(1-methyl-3-phenyl-1H-pyrazol-4-yl)quinazolin-6-yl)-5-methyl-1-(trifluoromethyl)-1H-pyrazole-4-carboxamide COC1=C(C=C2C(=NC=NC2=C1)C=1C(=NN(C1)C)C1=CC=CC=C1)C1=NN(C(=C1C(=O)N)C)C(F)(F)F